Pentaerythritol tetrakis(3-(3,5-ditert-butyl-4-hydroxyphenyl)propionat) C(C)(C)(C)C=1C=C(C=C(C1O)C(C)(C)C)CCC(=O)OCC(COC(CCC1=CC(=C(C(=C1)C(C)(C)C)O)C(C)(C)C)=O)(COC(CCC1=CC(=C(C(=C1)C(C)(C)C)O)C(C)(C)C)=O)COC(CCC1=CC(=C(C(=C1)C(C)(C)C)O)C(C)(C)C)=O